(1R,3S)-3-(5-{2-[3-(benzyloxy)-2-(1,3-dioxolan-2-yl)phenoxy] acetamido}-2H-pyrazol-3-yl)cyclopentyl pyrrolidine-1-carboxylate N1(CCCC1)C(=O)O[C@H]1C[C@H](CC1)C=1NN=C(C1)NC(COC1=C(C(=CC=C1)OCC1=CC=CC=C1)C1OCCO1)=O